C(C)(C)(C)C1CCC(CC1)CC(=O)O (4-tert-butylcyclohexyl)acetic acid